C(C1=CC=CC=C1)OC(=O)N1C[C@@H]([C@@H](CC1)O)NC(=O)OC(C)(C)C (3S,4R)-3-(tert-butoxycarbonylamino)-4-hydroxy-piperidine-1-carboxylic acid benzyl ester